FC(OC1=C(C=C(C=C1)OC1=CC(=CC=C1)C1(CNC1)O)C1=NNC=C1NC(=O)C=1C=NN2C1N=CC=C2)F N-(3-(2-(difluoromethoxy)-5-(3-(3-hydroxyazetidin-3-yl)phenoxy)phenyl)-1H-pyrazol-4-yl)pyrazolo[1,5-a]pyrimidine-3-carboxamide